CC(CN(C1=NC=CC(=N1)C#N)CC1=CC=C(C=C1)C1=CC=CC=C1)(C)C 2-[(2,2-dimethylpropyl)[(4-phenylphenyl)methyl]amino]pyrimidine-4-carbonitrile